5-(4-chloro-2-methylphenyl)isoindoline-2-carboxylic acid tert-butyl ester C(C)(C)(C)OC(=O)N1CC2=CC=C(C=C2C1)C1=C(C=C(C=C1)Cl)C